O1NC(=CC=C1)Cl oxazin-yl chloride